1-{3-methoxy-4-{2-[4-(2,3-dichlorophenyl)piperazin-1-yl]ethoxy}benzyl}-3-(4-trifluoromethylphenyl)urea COC=1C=C(CNC(=O)NC2=CC=C(C=C2)C(F)(F)F)C=CC1OCCN1CCN(CC1)C1=C(C(=CC=C1)Cl)Cl